COC1=CC=C(C=C1)C(C(NC1=CC=C(C=C1)[Si](C)(C)C)=O)N(C)C(C(=O)OCC)=O ethyl ((1-(4-methoxyphenyl)-2-oxo-2-((4-(trimethylsilyl)phenyl)amino)ethyl)(methyl)amino)(oxo)acetate